O=C1N(CCC(N1)=O)N1C(C2=CC=C(C=C2C1=O)CN1CCC(=CC1)C=1C2=C(N=CN1)SC=C2C2=CC=CC=C2)=O 2-(2,4-dioxotetrahydropyrimidin-1(2H)-yl)-5-((4-(5-phenylthieno[2,3-d]pyrimidin-4-yl)-3,6-dihydropyridine-1(2H)-yl)methyl)isoindoline-1,3-dione